BrC1=CN(C(C(=N1)NC=1C=CC(=C(C1)NC(C=C)=O)N1C(CN(CC1)C1CCOCC1)C(F)(F)F)=O)C N-[5-[(6-bromo-4-methyl-3-oxopyrazin-2-yl)amino]-2-[4-(oxan-4-yl)-2-(trifluoromethyl)piperazin-1-yl]phenyl]prop-2-enamide